OCC1(CC1)CNC(N)=S 3-((1-(hydroxymethyl)cyclopropyl)methyl)thiourea